(±)-N-(5,6-dichloropyridin-3-yl)-3-oxo-3,5,6,7,8,9-hexahydro-2H-6,9-epiminocyclohepta[c]pyridine-10-carboxamide ClC=1C=C(C=NC1Cl)NC(=O)N1C2CC=3C(=CNC(C3)=O)C1CC2